(6aR)-8-acryloyl-4-chloro-1-(3,3-difluoro-5',5'-dimethyl-[1,3'-bipyrrolidine]-1'-yl)-3-(2-fluorophenyl)-6,6a,7,8,9,10-hexahydro-12H-pyrazino[2,1-c]pyrido[3,4-f][1,4]oxazepin-12-one C(C=C)(=O)N1C[C@@H]2COC3=C(C(N2CC1)=O)C(=NC(=C3Cl)C3=C(C=CC=C3)F)N3CC(CC3(C)C)N3CC(CC3)(F)F